(S)-2-(4-(((8-chloro-3-cyano-4-(neopentylamino)quinolin-6-yl)amino)(6-fluoropyridin-3-yl)methyl-d)-1H-1,2,3-triazol-1-yl)-N-(methylsulfonyl)acetamide ClC=1C=C(C=C2C(=C(C=NC12)C#N)NCC(C)(C)C)N[C@@](C=1N=NN(C1)CC(=O)NS(=O)(=O)C)([2H])C=1C=NC(=CC1)F